(S)-1-cyclohexylethyl-amine C1(CCCCC1)[C@H](C)N